1-Benzyl-N-(3-cyano-4-methyl-1H-indol-7-yl)pyrazol-4-sulfonamid C(C1=CC=CC=C1)N1N=CC(=C1)S(=O)(=O)NC=1C=CC(=C2C(=CNC12)C#N)C